7-fluoro-5-(hydroxymethyl)-1-oxoisoindole FC=1C=C(C=C2C=NC(C12)=O)CO